C(CCCCCCCCCCC)C(C(C)O)O laurylpropylene glycol